biphenyl-4-yl-[4-(12,12-dimethyl-10,12-dihydro-10-azaindeno[2,1-b]fluoren-7-yl)phenyl](9,9-dimethyl-9H-fluoren-4-yl)amine C1(=CC=C(C=C1)N(C1=CC=CC=2C(C3=CC=CC=C3C12)(C)C)C1=CC=C(C=C1)C=1C=C2C=3C=C4C(=CC3NC2=CC1)C(C1=CC=CC=C14)(C)C)C1=CC=CC=C1